FC1(CN(C1)C1=NC(=CC=C1[C@H]1CC2(CC(C2)(F)F)CCN1CC1=C2C=CN(C2=C(C=C1OC)C)C(=O)OC(C)(C)C)C(=O)OC)F tert-Butyl 4-(((6R)-6-(2-(3,3-difluoroazetidin-1-yl)-6-(methoxycarbonyl) pyridin-3-yl)-2,2-difluoro-7-azaspiro[3.5]nonan-7-yl)methyl)-5-methoxy-7-methylindole-1-carboxylate